CC1=NC(=NC=2N([C@H](C(NC12)=O)C)C)N[C@@H]1C[C@@H](C1)COC1=CC(=C(C(=C1)OC)OC)OC (7S)-4,7,8-trimethyl-2-((cis-3-((3,4,5-trimethoxyphenoxy)methyl)-cyclobutyl)amino)-7,8-dihydropteridin-6(5H)-one